FC(C=1C(=C(C=CC1)[C@@H](C)NC=1C2=C(N=C(N1)C)C=NC(=C2)NCCOC)F)F N4-{(1R)-1-[3-(difluoromethyl)-2-fluorophenyl]ethyl}-N6-(2-methoxyethyl)-2-methylpyrido[3,4-d]pyrimidine-4,6-diamine